N1(CCNCCC1)C1=C(C=NC=C1)NCC=1C=C2N=CC=NC2=CC1 4-(1,4-Diazepan-1-yl)-N-(quinoxalin-6-ylmethyl)pyridin-3-amine